N1C[C@H]([C@@H]([C@H](C1)CC(=O)[O-])CC(=O)[O-])CC(=O)OCC1=CC=C(C=C1)N1CCCCC1 (3S,4r,5R)-1-(4-(piperidin-1-yl) benzyl) piperidine-3,4,5-triyltriacetate